CC1(SC2=C(N1)C=CC(=C2)N)NC 2,N2-dimethylbenzo[d]thiazole-2,6-diamine